C(C)(C)NC(O[C@H]1C[C@H](CC1)C1=CC(=NN1)NC1=CC2=C(S(CC2)(=O)=O)C=C1)=O (1R,3S)-3-(3-((1,1-dioxido-2,3-dihydrobenzo[b]thiophen-5-yl)amino)-1H-pyrazol-5-yl)cyclopentyl isopropylcarbamate